CN1C=2N(CCC1)CCCN2 1-methyl-2,3,4,6,7,8-hexahydro-1H-pyrimido[1,2-a]pyrimidine